tert-butyl 6-[7-[4-fluoro-2-(2-methoxyethoxy)phenyl]-6-(7-prop-2-enoyl-6,8-dihydro-5H-imidazo[1,2-a]pyrazin-2-yl)thieno[3,2-c]pyridin-4-yl]-3,4-dihydro-1H-isoquinoline-2-carboxylate FC1=CC(=C(C=C1)C=1C2=C(C(=NC1C=1N=C3N(CCN(C3)C(C=C)=O)C1)C=1C=C3CCN(CC3=CC1)C(=O)OC(C)(C)C)C=CS2)OCCOC